5-(1-(2,2-difluoroethyl)-2-methyl-1H-benzo[d]imidazol-6-yl)-6-fluoro-4-(methoxy-d3)-N-(2-oxaspiro[3.5]nonan-7-yl)pyrrolo[2,1-f][1,2,4]triazin-2-amine FC(CN1C(=NC2=C1C=C(C=C2)C=2C(=CN1N=C(N=C(C12)OC([2H])([2H])[2H])NC1CCC2(COC2)CC1)F)C)F